ClC1=CC=C(C=C1)CCNC(=O)C=1N=C(OC1)C1C(C2CCC1O2)CC=CCCC(=O)O 6-[3-[4-[[[2-(4-chloro-phenyl)ethyl]amino]carbonyl]-2-oxazolyl]-7-oxabicyclo-[2.2.1]hept-2-yl]-4-hexenoic acid